O=C1N(C(CC1)=O)OC(C(=O)O)CCCCCCCCCCCCCCCCC=O ((2,5-dioxopyrrolidin-1-yl)oxy)-19-oxo-nonadecanoic acid